FC(CC=1C=C2C(=NC=NC2=CC1)N1CCC2(CC1)CCNCC2)(F)F 3-[6-(2,2,2-trifluoroethyl)quinazolin-4-yl]-3,9-diazaspiro[5.5]undecane